CN(C1=CC=C2C=C(NC2=C1)C(=O)N1CC2=C(NC=3C=CC(=CC23)C)CC1)C [6-(dimethylamino)-1H-indol-2-yl]-(8-methyl-1,3,4,5-tetrahydropyrido[4,3-b]indol-2-yl)methanone